5-Ethyl-6-fluoro-4-(8-fluoro-2-(((2R,7aS)-2-fluorotetrahydro-1H-pyrrolizin-7a(5H)-yl)methoxy)-4-(3-methoxypiperidin-1-yl)pyrido[4,3-d]pyrimidin-7-yl)naphthalen-2-ol C(C)C1=C2C(=CC(=CC2=CC=C1F)O)C1=C(C=2N=C(N=C(C2C=N1)N1CC(CCC1)OC)OC[C@]12CCCN2C[C@@H](C1)F)F